C12(CC3CC(CC(C1)C3)C2)P(C23CC1CC(CC(C2)C1)C3)C31CC2CC(CC(C3)C2)C1 triadamantyl-phosphine